(R)-2-((((1r,4R)-4-Aminocyclohexyl)methyl)(benzyl)amino)-1-(3-fluorophenyl)-ethan-1-ol NC1CCC(CC1)CN(C[C@H](O)C1=CC(=CC=C1)F)CC1=CC=CC=C1